17α-ethynyl-3β-androstanediol C(#C)[C@]1([C@]2(C)[C@@H](CC1)[C@@H]1CC[C@H]3C[C@@H](O)CC[C@]3(C)[C@H]1CC2)O